NC1=NC=2C=C(C=CC2C2=C1COC2)CN(C(=O)C=2C=NC(=NC2)C2CC2)C=2C(=NC=CC2)OC(F)F N-({4-amino-1H,3H-furo[3,4-c]quinolin-7-yl}methyl)-2-cyclopropyl-N-[2-(difluorometh-oxy)pyridin-3-yl]pyrimidine-5-carboxamide